[Li+].C[Si]([N-]N[SiH2][Si](C)(C)C)(C)C trimethyl-N-(trimethylsilyl)Silanylamino(SILANAMINIDE) lithium